ClC1=CC=C2C(C(NC2=C1)=O)(CC(C(C)C)=O)O 6-chloro-3-hydroxy-3-(3-methyl-2-oxobutyl)-2,3-dihydro-1H-indol-2-one